FC(C1=CC=C(C(=N1)OC)[C@@H]1[C@H](O[C@@]([C@@H]1C)(C(F)(F)F)C)C(=O)O)F |r| rac-(2S,3R,4R,5S)-3-(6-(difluoromethyl)-2-methoxypyridin-3-yl)-4,5-dimethyl-5-(trifluoromethyl)tetrahydrofuran-2-carboxylic acid